(1S,10R)-6-benzyloxy-10-(hydroxymethyl)-5,8-dioxo-N-[(2,4,6-trifluorophenyl)methyl]-2,9-diazatricyclo[7.4.1.02,7]tetradeca-3,6-diene-4-carboxamide C(C1=CC=CC=C1)OC=1C(C(=CN2[C@H]3CCC[C@@H](N(C(C12)=O)C3)CO)C(=O)NCC3=C(C=C(C=C3F)F)F)=O